ClC1=C(C=C(C=C1)S(=O)(=O)N[C@@H](C(C)C)C(=O)OC)[N+](=O)[O-] Methyl ((4-chloro-3-nitrophenyl) sulfonyl)-L-valinate